N[C@@H](C)C=1N=C(SC1)C(=O)C1=CNC2=CC(=CC=C12)F (S)-(4-(1-aminoethyl)thiazol-2-yl)(6-fluoro-1H-indol-3-yl)methanone